OC(C(=O)[O-])NCC(=O)[O-].[Zn+2] zinc(II) hydroxy-iminodiacetate